4-((2-(2-(2-azidoethoxy)ethoxy)ethyl)thio)-2-(2,6-dioxopiperidin-3-yl)isoindoline N(=[N+]=[N-])CCOCCOCCSC1=C2CN(CC2=CC=C1)C1C(NC(CC1)=O)=O